(R)-2-((3-fluoro-1H-pyrrolo[2,3-b]pyridin-5-yl)oxy)-4-(6-(2-(2-isopropylphenyl)-4-(4-methoxybenzyl)piperazin-1-yl)-2-azaspiro[3.3]heptan-2-yl)benzoic acid FC1=CNC2=NC=C(C=C21)OC2=C(C(=O)O)C=CC(=C2)N2CC1(C2)CC(C1)N1[C@@H](CN(CC1)CC1=CC=C(C=C1)OC)C1=C(C=CC=C1)C(C)C